3-{3-[(4-{[tert-butyl(dimethyl)-silyl]oxy}phenyl)amino]-5-cyano-1-methyl-1H-pyrrol-2-yl}propoxyl-3-methyl-3,4-dihydroisoquinoline-2(1H)-carboxylate C(C)(C)(C)[Si](OC1=CC=C(C=C1)NC1=C(N(C(=C1)C#N)C)CCCOC1N(C(CC2=CC=CC=C12)C)C(=O)[O-])(C)C